1-methyl-N-(2-(5-(trifluoromethyl)pyrazin-2-yl)-1H-pyrrolo[3,2-c]pyridin-6-yl)-1H-pyrazole-4-carboxamide CN1N=CC(=C1)C(=O)NC1=CC2=C(C=N1)C=C(N2)C2=NC=C(N=C2)C(F)(F)F